tert-butyl 2-ethynyl-4-oxopiperidine-1-carboxylate C(#C)C1N(CCC(C1)=O)C(=O)OC(C)(C)C